1-(2-(4-hydroxypiperidin-1-yl)ethyl)-7-(2-methyl-4-(6-(trifluoromethyl)-quinazolin-2-yl)phenyl)-6,7-dihydro-1H-pyrazolo[3,4-f][1,4]oxazepin-8(5H)-one OC1CCN(CC1)CCN1N=CC2=C1C(N(CCO2)C2=C(C=C(C=C2)C2=NC1=CC=C(C=C1C=N2)C(F)(F)F)C)=O